dioxo-2,6,9,12-tetraazahexadecan O=C(NC=O)CCNCCNCCNCCCC